(S)-(1-((6-bromopyridin-2-yl)amino)-1-oxoprop-2-yl)carbamic acid tert-butyl ester C(C)(C)(C)OC(N[C@H](C(=O)NC1=NC(=CC=C1)Br)C)=O